2-acrylamidooctyl-sodium C(C=C)(=O)NC(C[Na])CCCCCC